(R)-5-(azetidin-3-ylamino)-2-methyl-N-(1-(3-(5-(trifluoromethyl)thiophen-2-yl)phenyl)ethyl)benzamide N1CC(C1)NC=1C=CC(=C(C(=O)N[C@H](C)C2=CC(=CC=C2)C=2SC(=CC2)C(F)(F)F)C1)C